COC1=CC=C(C=C1)N1C=CC2=C1N=CC(=C2C#N)C(=O)N2CCCCC2 1-(4-methoxyphenyl)-5-(piperidine-1-carbonyl)-1H-pyrrolo[2,3-b]pyridine-4-carbonitrile